2-(trifluoromethyl)-4-(4-vinylphenoxy)pyridine FC(C1=NC=CC(=C1)OC1=CC=C(C=C1)C=C)(F)F